C1(CC1)NC(=O)C=1C=C(C(N(C1)[C@H](C)C1=C2C=CN(C2=CC=C1)S(=O)(=O)C1=CC=C(C)C=C1)=O)C(=O)NC |r| (+/-)-N5-cyclopropyl-N3-methyl-2-oxo-1-(1-(1-tosyl-1H-indol-4-yl)ethyl)-1,2-dihydropyridine-3,5-dicarboxamide